bis(triphenylphosphine) hexafluorophosphate F[P-](F)(F)(F)(F)F.C1(=CC=CC=C1)P(C1=CC=CC=C1)C1=CC=CC=C1.C1(=CC=CC=C1)P(C1=CC=CC=C1)C1=CC=CC=C1